pyrido[2,3-b]pyrazin-7-yl-boronic acid pinacol ester N1=C2C(=NC=C1)N=CC(=C2)B2OC(C)(C)C(C)(C)O2